NC(C[C@@H](C#C)NC(=O)[C@H]1N(CCC1)C(=O)C1(CC(C1)O)C1=CC=C(C=C1)Br)=O Z-(2S)-N-[(1S)-1-(2-Amino-2-oxo-ethyl)prop-2-ynyl]-1-[1-(4-bromophenyl)-3-hydroxy-cyclobutanecarbonyl]pyrrolidine-2-carboxamide